4-(2'-amino-5-(dimethylcarbamoyl)-[2,3'-bipyridyl]-5'-yl)-1H-pyrrolo[2,3-b]pyridine-2-carboxylic acid methyl ester COC(=O)C1=CC=2C(=NC=CC2C=2C=C(C(=NC2)N)C2=NC=C(C=C2)C(N(C)C)=O)N1